Methyl (1S,3S)-3-((6-(5-((4-bromo-2H-1,2,3-triazol-2-yl)methyl)-1-methyl-1H-1,2,3-triazol-4-yl)-2-methylpyridin-3-yl)oxy)cyclohexane-1-carboxylate BrC1=NN(N=C1)CC1=C(N=NN1C)C1=CC=C(C(=N1)C)O[C@@H]1C[C@H](CCC1)C(=O)OC